(3R,4R)-N-[5-chloro-7-(2-methylpropyl)imidazo[4,3-f][1,2,4]triazin-2-yl]-3-fluoropiperidin-4-amine ClC=1N=C(N2N=C(N=CC21)N[C@H]2[C@@H](CNCC2)F)CC(C)C